(1R,5S)-3-(7-(3-chloro-2-cyclopropyl-5-methoxyphenyl)-2,6,8-trifluoro-quinazolin-4-yl)-3,8-diazabicyclo[3.2.1]Octane-8-carboxylic acid tert-butyl ester C(C)(C)(C)OC(=O)N1[C@H]2CN(C[C@@H]1CC2)C2=NC(=NC1=C(C(=C(C=C21)F)C2=C(C(=CC(=C2)OC)Cl)C2CC2)F)F